[Si](C)(C)(C(C)(C)C)OC[C@@H]1N([C@@H](C[C@@H]1NCC1=CC=C(C=C1)OC)C(F)F)C(=O)OCC1=CC=CC=C1 benzyl (2R,3S,5S)-2-(((tert-butyldimethylsilyl)oxy)methyl)-5-(difluoromethyl)-3-((4-methoxybenzyl)amino)pyrrolidine-1-carboxylate